COC1=CC2=C(C=C1)N3[C@@H]4[C@]25CCN6[C@H]5C[C@@H]7[C@H]4[C@H](CC3=O)OCC=C7C6 The molecule is a monoterpenoid indole alkaloid that is strychnine in which the hydrogen at position 2 has been replaced by a methoxy group. It is a minor alkaloid from Strychnos nux-vomica. It has a role as a plant metabolite. It is a monoterpenoid indole alkaloid, an organic heteroheptacyclic compound and an aromatic ether. It derives from a strychnine.